7-tert-butoxynorbornadiene CC(C)(C)OC1C2C=CC1C=C2